N-((1s,4s)-4-((7-Morpholino-1,6-naphthyridin-5-yl)oxy)cyclohexyl)-5-(2-morpholinoethoxy)pyrimidin-2-amine O1CCN(CC1)C1=NC(=C2C=CC=NC2=C1)OC1CCC(CC1)NC1=NC=C(C=N1)OCCN1CCOCC1